[Si](C)(C)(C(C)(C)C)O[C@@H]1C[C@H](N(C1)C([C@H](C(C)(C)C)O)=O)C(=O)NCC1=CC=C(C=C1)C#C (2S,4R)-4-((tert-butyldimethylsilyl)oxy)-N-(4-ethynylbenzyl)-1-((S)-2-hydroxy-3,3-dimethylbutanoyl)pyrrolidine-2-carboxamide